methyl 8-(5-methylthiazol-2-yl)-3,4-dihydro-2H-benzo[b][1,4]oxazine-6-carboxylate CC1=CN=C(S1)C1=CC(=CC2=C1OCCN2)C(=O)OC